F\C=C/F (Z)-1,2-difluoroethylene